C12COCC(N1C(=O)O[C@H]1C[C@H](CC1)C=1NN=C(C1)NC(=O)OCC1=CC=CC=C1)C2 (1R,3S)-3-(5-{[(benzyloxy)carbonyl]amino}-2H-pyrazol-3-yl)cyclopentyl 3-oxa-6-azabicyclo[3.1.1]heptane-6-carboxylate